BrC1=CC(=NC=C1)C(C(=O)N)C1=CC(=CC(=C1)F)F (4-bromopyridin-2-yl)-2-(3,5-difluorophenyl)acetamide